4-[3,3,3-trifluoro-2-methyl-2-(trifluoromethyl)propanoyl]-3,5-dihydro-2H-pyrido[3,4-f][1,4]oxazepine-9-carbonitrile FC(C(C(=O)N1CCOC2=C(C1)C=NC=C2C#N)(C(F)(F)F)C)(F)F